2,2-difluoroethyl (1R,5R)-8-fluoro-7-oxo-1-({2,3',5'-trifluoro-[1,1'-biphenyl]-3-yl}methyl)-9-oxa-2,6-diazaspiro[4.5]decane-2-carboxylate FC1C(N[C@@]2(CCN([C@@H]2CC=2C(=C(C=CC2)C2=CC(=CC(=C2)F)F)F)C(=O)OCC(F)F)CO1)=O